1-(1r,4r)-Methyl 4-((4-bromo-2-iodo-5-methoxyphenyl)carbamoyl)cyclohexanecarboxylate BrC1=CC(=C(C=C1OC)NC(=O)C1CCC(CC1)C(=O)OC)I